C5-chloro-3,7-dimethyl-3H-imidazo[4,5-b]pyridine ClC1=CC(=C2C(=N1)N(C=N2)C)C